CN(C1=C2NC=NC2=NC=N1)C Dimethyl-adenine